(R)-1-(4-(1-methyl-4-(trifluoromethyl)-1H-imidazol-2-yl)phenyl)ethan-1-amine CN1C(=NC(=C1)C(F)(F)F)C1=CC=C(C=C1)[C@@H](C)N